tert-Butyl (3S)-3-[3-(4-bromo-5-methyl-pyrazol-1-yl)azetidin-1-yl]pyrrolidine-1-carboxylate BrC=1C=NN(C1C)C1CN(C1)[C@@H]1CN(CC1)C(=O)OC(C)(C)C